N-(4-Azidobutyl)-2-methylsulfonylethanesulfonamide N(=[N+]=[N-])CCCCNS(=O)(=O)CCS(=O)(=O)C